ClC1=C(CN(C(OC(C)(C)C)=O)C2=C(C=CC=C2)I)C=CC=C1 Tert-butyl (2-chlorobenzyl)(2-iodophenyl)carbamate